(S)-2-(tert-butoxycarbonyl)-7-((3-(2,3-dihydrobenzo[b][1,4]dioxin-6-yl)-2-methylbenzyl)oxy)-1,2,3,4-tetrahydroisoquinoline-3-carboxylic acid C(C)(C)(C)OC(=O)N1CC2=CC(=CC=C2C[C@H]1C(=O)O)OCC1=C(C(=CC=C1)C1=CC2=C(OCCO2)C=C1)C